C(C(C)C)N(C(=O)N)CC(C)C N,N-di-iso-butylurea